COC=1C=C2CCN(C(C2=CC1)(C)C)C 6-Methoxy-1,1,2-trimethyl-1,2,3,4-tetrahydroisoquinoline